ClCC=1C=CC(=NC1)C=1C=NN(C1)C1OCCCC1 5-(chloromethyl)-2-(1-(tetrahydro-2H-pyran-2-yl)-1H-pyrazol-4-yl)pyridine